(S)-2-(2-chloro-6-fluorobenzoylamino)-3-(4-(6'-(dimethylamino)-5'-fluoro-2'-oxospiro[cyclopropane-1,3'-indolin]-1'-yl)phenyl)propanoic acid ClC1=C(C(=O)N[C@H](C(=O)O)CC2=CC=C(C=C2)N2C(C3(C4=CC(=C(C=C24)N(C)C)F)CC3)=O)C(=CC=C1)F